COC1=C(C=CC(=C1)Br)Br 2-methoxy-1,4-dibromobenzene